dibenzocyclooctyne-acrylamide C1(=CC=CC=2C#CCCC3=C(C21)C=CC=C3)C=CC(=O)N